C(CCCCCCCCCCC)N1N=CC(=N1)C1=CC=CC=C1 2-dodecyl-4-phenyl-2H-1,2,3-triazole